(tert-Butyl)-3-nitroquinolin-4-amine C(C)(C)(C)C1=NC2=CC=CC=C2C(=C1[N+](=O)[O-])N